(Z)-1-(3,4-diethoxybenzylidene)-6,7-diethoxy-1,2,3,4-tetrahydroisoquinoline C(C)OC=1C=C(\C=C\2/NCCC3=CC(=C(C=C23)OCC)OCC)C=CC1OCC